C(C1=CC=CC=C1)N(C(=O)C1=NNC2=CC=CC=C12)C1CCN(CC1)S(=O)(=O)CCCC N-benzyl-N-(1-(butylsulfonyl)piperidin-4-yl)-1H-indazole-3-carboxamide